N1C=NC=2C1=NC(=CN2)C2N(CCC(C2)O)S(=O)(=O)N 1H-imidazo[4,5-b]pyrazin-6-yl-4-hydroxypiperidine-1-sulfonamide